2-(2-((3-(thiophen-2-yl)benzyl)thio)-4H-imidazo[4,5-b]pyridin-4-yl)-N-(o-tolyl)butanamide S1C(=CC=C1)C=1C=C(CSC2=NC=3C(N(C=CC3)C(C(=O)NC3=C(C=CC=C3)C)CC)=N2)C=CC1